2-(tetrahydro-2H-pyran-4-yl)-5-(4,4,5,5-tetramethyl-1,3,2-dioxaborolan-2-yl)Benzo[d]thiazole O1CCC(CC1)C=1SC2=C(N1)C=C(C=C2)B2OC(C(O2)(C)C)(C)C